COC(C1=C(C=C(C=C1O)OCC1=CC=CC=C1)C=CC1=CC=C(C=C1)F)=O methyl-4-(benzyloxy)-2-(4-fluoro-styryl)-6-hydroxybenzoate